ClC=1C(=NC2=CC(=CC(=C2C1)C(C)NC1=C(C(=O)O)C=CC=C1)C)C#N 2-((1-(3-chloro-2-cyano-7-methylquinolin-5-yl)ethyl)amino)benzoic acid